mono-2-ethylhexyl-cyclohexane-1,4-dicarboxylic acid C(C)C(CC1(CCC(CC1)C(=O)O)C(=O)O)CCCC